[Co].ClC=1C=CC(=C(C1)C=1N=CC=2OCCN(C2N1)C1=CC=NC=C1C(=O)NC(CO)CC)F 4-(2-(5-chloro-2-fluorophenyl)-6,7-dihydro-8H-pyrimido[5,4-b][1,4]oxazin-8-yl)-N-(1-hydroxybutan-2-yl)nicotinamide cobalt